C(C)C1=C(C=CC=C1)NC(C(=O)NC1=C(C=CC=C1)OCC)=O N-(2-ethylphenyl)-N'-(2-ethoxy-phenyl)oxalamide